CC1=C(C=CC=C1)C=C 1-methyl-2-vinylbenzene